ClC=1C=C(C=CC1)NC(C1=CC(=C(C=C1)C)C#CC=1C=NC=2N(C1)N=CC2)=O N-(3-chlorophenyl)-4-methyl-3-(2-pyrazolo[1,5-a]pyrimidin-6-ylethynyl)benzamide